4-hydroxy-1,4-azaphosphine-4-oxide OP1(CC=NC=C1)=O